N-methyl-3-(trifluoromethyl)pyrrolidine-3-carboxamide CNC(=O)C1(CNCC1)C(F)(F)F